ClC=1C=NC(=C(C(=O)N(C)C2CCC3=CC=CC=C23)C1)OCC 5-chloro-N-(2,3-dihydro-1H-inden-1-yl)-2-ethoxy-N-methylnicotinamide